methyl 4-(3-fluoro-2-methoxyphenyl)-6-methylnicotinate FC=1C(=C(C=CC1)C1=CC(=NC=C1C(=O)OC)C)OC